FC1=C(C=CC=2N(C(N(C21)C)=O)C2C(N(C(CC2)=O)CC2=CC=C(C=C2)OC)=O)N2CC(C2)CN2CCN(CC2)C(=O)OC(C)(C)C tert-butyl 4-[[1-[4-fluoro-1-[1-[(4-methoxyphenyl)methyl]-2,6-dioxo-3-piperidyl]-3-methyl-2-oxo-benzimidazol-5-yl]azetidin-3-yl]methyl]piperazine-1-carboxylate